2-((1s,3s)-3-(4-(2-(4-hydroxyphenyl)propan-2-yl)phenoxy)cyclobutyl)isoindole OC1=CC=C(C=C1)C(C)(C)C1=CC=C(OC2CC(C2)N2C=C3C=CC=CC3=C2)C=C1